FC1=C(C=CC(=C1)OC(F)(F)F)C1NC(COC1)C 3-(2-fluoro-4-(trifluoromethoxy)phenyl)-5-methylmorpholine